FC(C1=CC=C(C=N1)OCC(=O)Cl)(F)F 2-((6-(trifluoromethyl)pyridin-3-yl)oxy)acetyl chloride